propan-2-yl-d7 (S)-6-diazo-2-((S)-2-(methoxy-d3)-4-(methylthio)butanamido)-5-oxohexanoate [N+](=[N-])=CC(CC[C@@H](C(=O)OC(C([2H])([2H])[2H])(C([2H])([2H])[2H])[2H])NC([C@H](CCSC)OC([2H])([2H])[2H])=O)=O